O1CCN(CC1)C1=NC=C2N1CCN(C2)C(C)=O 1-(3-morpholino-5,6-dihydroimidazo[1,5-a]pyrazin-7(8H)-yl)ethanone